C1(CCCCC1)C(COCCCC)(COCCCC)CC[Si](C)(C)C 2-cyclohexyl-2-(2-trimethylsilylethyl)-1,3-dibutoxypropane